(R)-7-bromo-3-((4-hydroxy-1-(3-phenylbutanoyl)piperidin-4-yl)methyl)thieno[3,2-d]pyrimidin-4(3H)-one BrC1=CSC2=C1N=CN(C2=O)CC2(CCN(CC2)C(C[C@@H](C)C2=CC=CC=C2)=O)O